C(#N)[B-](C#N)(C#N)C#N.C(C)N1CN(C=C1)C 1-ethyl-3-methylimidazole tetra-cyanoborate